[N-](S(=O)(=O)C(F)(F)F)S(=O)(=O)C(F)(F)F.N1C=NC=C1 imidazole bis(trifluoromethane)sulfonimide